N-hydroxy-2-(4-(trifluoromethyl)phenyl)indoline-4-carboxamide ONC(=O)C=1C=2CC(NC2C=CC1)C1=CC=C(C=C1)C(F)(F)F